C(\C=C/C(=O)[O-])(=O)[O-].C1(CCCCC1)[N+](C(C1=CC=CC=C1)=O)(C)C.C1(CCCCC1)[N+](C)(C)C(C1=CC=CC=C1)=O N-cyclohexyl-N,N-dimethyl-N-benzoyl-ammonium maleate